4-amino-N,1-dimethyl-N-((5R)-2-(trifluoromethyl)-6,7-dihydro-5H-cyclopenta[b]pyridin-5-yl)-1H-pyrazolo[4,3-c][1,7]naphthyridine-8-carboxamide NC1=NC=2C=NC(=CC2C2=C1C=NN2C)C(=O)N([C@@H]2CCC1=NC(=CC=C12)C(F)(F)F)C